Methyl 6-[(1-acetylazetidin-3-yl)amino]-2-(4-methyl-1-piperidyl)pyrimidine-4-carboxylate C(C)(=O)N1CC(C1)NC1=CC(=NC(=N1)N1CCC(CC1)C)C(=O)OC